FC1=C(N)C=CC(=C1F)F 2,3,4-trifluoro-aniline